C1(=CC=CC=C1)C1=NOC(C1)C1=NC=CC=C1 2-(3-phenyl-4,5-dihydro-1,2-oxazol-5-yl)-pyridine